methyl 2-((6-(3-(2-ethylhexyloxy)-3-oxopropylthio)-1-oxophthalazin-2(1H)-yl)methyl)benzoate C(C)C(COC(CCSC=1C=C2C=NN(C(C2=CC1)=O)CC1=C(C(=O)OC)C=CC=C1)=O)CCCC